(S)-2-((4-chloro-6-morpholinylpyrimidin-2-yl)amino)propan-1-ol ClC1=NC(=NC(=C1)N1CCOCC1)N[C@H](CO)C